benzyl-4-formylpiperidine-1-carboxylate C(C1=CC=CC=C1)OC(=O)N1CCC(CC1)C=O